ClC=1C(=C2C(N(CN(C2=CC1F)C1=C(C=C(C=C1)F)C)C=1C(=NC(=CC1)OC)C)=O)F 6-chloro-5,7-difluoro-1-(4-fluoro-2-methylphenyl)-3-(6-methoxy-2-methylpyridin-3-yl)-2,3-dihydroquinazolin-4(1H)-one